ON=CC=1N(N=C2C1CN(CC2)C(=O)OC(C)(C)C)CCC#CC tert-Butyl 3-[(hydroxyimino)methyl]-2-(pent-3-yn-1-yl)-2,4,6,7-tetrahydro-5H-pyrazolo[4,3-c]-pyridine-5-carboxylate